ClC=1C=C(C=C(C1)NS(=O)(=O)C1CC1)NC(=O)C1=CN(C(=C1)C1=NC=C(C=C1)N1CC(C1)(F)F)C N-(3-chloro-5-(cyclopropanesulfonamido)phenyl)-5-(5-(3,3-difluoroazetidin-1-yl)pyridin-2-yl)-1-methyl-1H-pyrrole-3-carboxamide